but-3-yn-1-ylmethanesulfonate C(CC#C)CS(=O)(=O)[O-]